O1C(=CC=C1)C=1N=NNC1 4-(furan-2-yl)-1H-1,2,3-triazole